OC1(CCCCC1)C#CC#CC1(CCCCC1)O 1,4-bis(1'-hydroxycyclohexyl)-1,3-butadiyne